(S)-2-amino-3-(tetrahydro-2H-pyran-4-yl)propionic acid N[C@H](C(=O)O)CC1CCOCC1